BrC1=NC(=NC=C1)OCC1=C(C=C(C=C1)Cl)F 4-bromo-2-[(4-chloro-2-fluoro-phenyl)methoxy]pyrimidine